C(=CC)NC=O propenyl-formamide